(S)-[4-({5-fluoro-4-[(7S)-7-methyl-5-oxa-8-azaspiro[3.5]nonan-8-yl]pyrimidin-2-yl}amino)phenyl](imino)methyl-λ6-sulfanone FC=1C(=NC(=NC1)NC1=CC=C(C=C1)[SH2](=O)C=N)N1[C@H](COC2(CCC2)C1)C